CN(CC(C)NCCO)C N,N-dimethyl-N'-(2-hydroxyethyl)propylenediamine